(methyl 5-((3-((5,7-dimethoxy-4-oxo-2-(3,4,5-trimethoxyphenyl)-4H-chromen-3-yl) oxy) propyl) thio)-1,3,4-oxadiazol-2-yl) 2-bromobenzenesulfonate BrC1=C(C=CC=C1)S(=O)(=O)OC1(OC(=NN1)SCCCOC1=C(OC2=CC(=CC(=C2C1=O)OC)OC)C1=CC(=C(C(=C1)OC)OC)OC)C